4-chlorobenzyl (4-(1-(1,3-dimethyl-1H-pyrazole-5-carboxamido)ethyl)phenyl)carbamate CN1N=C(C=C1C(=O)NC(C)C1=CC=C(C=C1)NC(OCC1=CC=C(C=C1)Cl)=O)C